4-(7-(8-ethyl-7-fluoro-3-hydroxynaphthalen-1-yl)-2-(((2R,7aS)-2-fluorohexahydro-1H-pyrrolizin-7a-yl)methoxy)-5,6,7,8-tetrahydropyrido[3,4-d]pyrimidin-4-yl)-1,4-oxazepan-6-ol C(C)C=1C(=CC=C2C=C(C=C(C12)N1CC=2N=C(N=C(C2CC1)N1CCOCC(C1)O)OC[C@]12CCCN2C[C@@H](C1)F)O)F